CC1N(C12CN(CCC2)C(=O)OCC2=CC=CC=C2)S(=O)(=O)C2=CC=C(C=C2)[N+](=O)[O-] benzyl 2-methyl-1-((4-nitrophenyl) sulfonyl)-1,5-diazaspiro[2.5]octane-5-carboxylate